(2R,3S)-2-methyl-3-(N-methylmethylsulfonylamino)azetidine-1-carboxylic acid tert-butyl ester C(C)(C)(C)OC(=O)N1[C@@H]([C@H](C1)N(C)S(=O)(=O)C)C